N-(3-chloro-2-methylphenyl)-6-{[(2,5-dichlorophenyl)carbonyl]amino}-2-[(2R)-tetrahydrofuran-2-yl]-1H-benzimidazole-4-carboxamide ClC=1C(=C(C=CC1)NC(=O)C1=CC(=CC=2NC(=NC21)[C@@H]2OCCC2)NC(=O)C2=C(C=CC(=C2)Cl)Cl)C